4-({6-[(1S)-1-[(2S,4r)-1-[(tert-butoxy)carbonyl]-4-fluoropyrrolidin-2-yl]ethoxy]-2-cyanopyrimidin-4-yl}oxy)-2-(cyanomethyl)piperidine-1-carboxylic acid benzyl ester C(C1=CC=CC=C1)OC(=O)N1C(CC(CC1)OC1=NC(=NC(=C1)O[C@@H](C)[C@H]1N(C[C@@H](C1)F)C(=O)OC(C)(C)C)C#N)CC#N